N-(1-((1R,2R)-2-fluorocyclopropyl)-2-oxo-1,2-dihydropyridin-3-yl)-7-isopropoxy-2-(1-methyl-2-oxabicyclo[2.1.1]hexan-4-yl)imidazo[1,2-a]pyrimidine-6-carboxamide F[C@H]1[C@@H](C1)N1C(C(=CC=C1)NC(=O)C=1C(=NC=2N(C1)C=C(N2)C21COC(C2)(C1)C)OC(C)C)=O